CC(CC=O)C=CC(CC)C 3,6-dimethyloct-4-enal